C(#N)N(C=1SC(=C(N1)C(=O)NC1CCC12CCCC2)C)C2=CC(=NC(=C2)F)F 2-(cyano-(2,6-difluoro-4-pyridyl)amino)-5-methyl-N-spiro[3.4]octan-3-yl-thiazole-4-carboxamide